(3,6-diacetoxy-9H-carbazol-9-yl)-2-(1,3-dioxoisoindolin-2-yl)propionic acid C(C)(=O)OC=1C=CC=2N(C3=CC=C(C=C3C2C1)OC(C)=O)C(C(=O)O)(C)N1C(C2=CC=CC=C2C1=O)=O